ClC=1C=C(C=C(C1)NS(=O)(=O)C)NC(=O)C1=CN(C(=C1)C(C)O)C1=NC=CC=C1 N-(3-chloro-5-(methylsulfonamido)phenyl)-5-(1-hydroxyethyl)-1-(pyridin-2-yl)-1H-pyrrole-3-carboxamide